3-(5-(3-bromopyridin-2-yl)-1,3,4-oxadiazol-2-yl)-1-(4-methoxybenzyl)-3-(methyl-d3)pyrrolidin-2-one BrC=1C(=NC=CC1)C1=NN=C(O1)C1(C(N(CC1)CC1=CC=C(C=C1)OC)=O)C([2H])([2H])[2H]